5-(2-fluoro-6-hydroxy-3-((1-methyl-1H-pyrazol-4-yl)ethynyl)phenyl)-1,2,5-thiadiazolidin-3-one 1,1-dioxide FC1=C(C(=CC=C1C#CC=1C=NN(C1)C)O)N1CC(NS1(=O)=O)=O